1-(tert-butyl) 2-methyl 4-oxopiperidine-1,2-dicarboxylate O=C1CC(N(CC1)C(=O)OC(C)(C)C)C(=O)OC